2-(2,6-dioxopiperidin-3-yl)-5-((5-(4-((1-(4-(6-methoxybenzo[d]thiazol-2-yl)phenyl)azetidin-3-yl)oxy)piperidin-1-yl)pentyl)oxy)isoindoline-1,3-dione O=C1NC(CCC1N1C(C2=CC=C(C=C2C1=O)OCCCCCN1CCC(CC1)OC1CN(C1)C1=CC=C(C=C1)C=1SC2=C(N1)C=CC(=C2)OC)=O)=O